(R)-3,4-methylenedioxyamphetamine C1OC=2C=C(C[C@H](N)C)C=CC2O1